ClC1=CC=C2C(=CC(=NC2=C1Cl)N1[C@@H](CCC1)COCCC(=O)O)C=1N=NNC1 (S)-3-((1-(7,8-dichloro-4-(1H-1,2,3-triazol-4-yl)quinolin-2-yl)pyrrolidin-2-yl)methoxy)propanoic acid